FC1=C(C(=CC=C1)OC)C1=CC(=NC=C1C(=O)NC=1SC(=NN1)OCC1=NC=C(C=C1)SC)C 4-(2-fluoro-6-methoxyphenyl)-6-methyl-N-(5-((5-(methylthio)pyridin-2-yl)methoxy)-1,3,4-thiadiazol-2-yl)nicotinamide